F[C@H]1C[C@H](N(C1)C(CN1C[C@@H](CC1)NC1=C2C=CC=NC2=CC(=C1)C(F)(F)F)=O)C#N (2S,4S)-4-fluoro-1-[2-[(3R)-3-[[7-(trifluoromethyl)-5-quinolinyl]amino]pyrrolidin-1-yl]acetyl]pyrrolidine-2-carbonitrile